tetraoxa-16-azahenicosan-1-aminium O(OOOCCCCCCCCCCCNCCCCC)[NH3+]